1-(8-(5-((3,4-dichlorophenyl)difluoromethyl)-1,3,4-oxadiazol-2-yl)-6-(thiazolo[4,5-d]pyrimidin-7-yl)-2,6-diazaspiro[3.4]octan-2-yl)-3,3-difluoro-2,2-dimethylpropan-1-one ClC=1C=C(C=CC1Cl)C(C1=NN=C(O1)C1CN(CC12CN(C2)C(C(C(F)F)(C)C)=O)C=2C1=C(N=CN2)N=CS1)(F)F